1-(4-(7-Bromobenzo[b]thiophen-3-yl)-5-(cyclopropancarbonyl)-6-cyclopropyl-2-methyl-1,4-dihydropyridin-3-yl)ethan-1-on BrC1=CC=CC2=C1SC=C2C2C(=C(NC(=C2C(=O)C2CC2)C2CC2)C)C(C)=O